N-(6-(benzo[d][1,3]dioxan-5-yl)-1-(4,4-dimethylcyclohexyl)-1H-pyrazolo[3,4-d]pyrimidin-4-yl)-5-nitrothiophene-2-carboxamide O1COCC2=C1C=CC=C2C2=NC(=C1C(=N2)N(N=C1)C1CCC(CC1)(C)C)NC(=O)C=1SC(=CC1)[N+](=O)[O-]